N-(2-((4-(2-(3,4-Dihydro-2,6-naphthyridin-2(1H)-yl)ethyl)phenyl)carbamoyl)-4,5-dimethoxyphenyl)-4-oxo-4H-chromene-2-carboxamide C1N(CCC2=CN=CC=C12)CCC1=CC=C(C=C1)NC(=O)C1=C(C=C(C(=C1)OC)OC)NC(=O)C=1OC2=CC=CC=C2C(C1)=O